3,3-dimethyl-1-(methylamino)-1,2,4,5-tetrahydrophenanthridin-6-one CC1(CC(C=2C3=CC=CC=C3C(NC2C1)=O)NC)C